FC1=CC=CC=2C(=N[C@@H](C(NC21)=O)NC(=O)C=2C(=NN1C2N=C(C=C1)C)C1=C(C=CC=C1)F)C1=CC=CC=C1 N-[(3S)-9-Fluoro-2-oxo-5-phenyl-1,3-dihydro-1,4-benzodiazepin-3-yl]-2-(2-fluorophenyl)-5-methylpyrazolo[1,5-a]pyrimidine-3-carboxamide